C(C)(C)(C)OC(=O)N(C1=C(C=C(C(=O)OCC2=CC=CC=C2)C=C1)C)CC1=CC=C(C=C1)C1CCCCC1 benzyl 4-((tert-butoxycarbonyl)(4-cyclohexylbenzyl)amino)-3-methylbenzoate